C(CCCN1C(=NC2=C1C=CC(=C2)C(N)=O)C=2C1=C(SC2C(=O)O)C=CC=C1Cl)N1C(=NC2=C1C=CC(=C2)C(N)=O)C=2C1=C(SC2C(=O)O)C=CC=C1Cl 3'-(butane-1,4-diylbis(5-carbamoyl-1H-benzo[d]imidazole-1,2-diyl))bis(4-chlorobenzo[b]thiophene-2-carboxylic acid)